C(#N)C=1C=CC2=CN(N=C2C1OC1CC(C1)N(CC(=O)O)C)CC1=C2C=CNC2=C(C=C1OC)C N-(3-((6-Cyano-2-((5-methoxy-7-methyl-1H-indol-4-yl)methyl)-2H-indazol-7-yl)oxy)cyclobutyl)-N-methylglycine